7-(1-methyl-1H-pyrazol-4-yl)-N-(2-methyl-5-(2-(1-methyl-1,4,5,7-tetrahydro-6H-pyrazolo[3,4-c]pyridin-6-yl)acetamido)pyridin-3-yl)-[1,2,4]triazolo[4,3-a]pyridine-3-carboxamide CN1N=CC(=C1)C1=CC=2N(C=C1)C(=NN2)C(=O)NC=2C(=NC=C(C2)NC(CN2CC1=C(CC2)C=NN1C)=O)C